FC=1C=C2C3=C(NC2=CC1)C(=NC(=C3)C(=O)O)C3=CC=C(C=C3)N(S(=O)(=O)C3=CC=C(C=C3)C3=NC=CC=C3)C 6-fluoro-1-[4-[methyl-[4-(2-pyridyl)phenyl]sulfonyl-amino]phenyl]-9H-pyrido[3,4-b]indole-3-carboxylic acid